2-(3-((1S,2R)-2-(4-methyl-4H-1,2,4-triazol-3-yl)cyclobutyl)phenyl)-4-(trifluoromethyl)isoindolin-1-one CN1C(=NN=C1)[C@H]1[C@H](CC1)C=1C=C(C=CC1)N1C(C2=CC=CC(=C2C1)C(F)(F)F)=O